OCC1=CC=C(O1)C1=NC=2C(=C3C(=NC2)N(C=C3)S(=O)(=O)C3=CC=CC=C3)N1C=1C=NN(C1)C1(CNC1)CC#N 2-(3-(4-(2-(5-(hydroxymethyl)furan-2-yl)-6-(phenylsulfonyl)imidazo[4,5-d]pyrrolo[2,3-b]pyridin-1(6H)-yl)-1H-pyrazol-1-yl)azetidin-3-yl)acetonitrile